BrC1=CC(=C(C(=O)N=CN(C)C)C=C1C)F 4-bromo-N-((dimethylamino)methylene)-2-fluoro-5-methylbenzamide